N-[1-(2-{6-[(3R,5R)-3-amino-5-fluoropiperidine-1-carbonyl]-3-methylpyrazolo[1,5-a]pyridin-2-yl}-1-(cyclopropylmethyl)-1H-indol-6-yl)piperidin-4-yl]-N-methylacetamide N[C@H]1CN(C[C@@H](C1)F)C(=O)C=1C=CC=2N(C1)N=C(C2C)C=2N(C1=CC(=CC=C1C2)N2CCC(CC2)N(C(C)=O)C)CC2CC2